C(CCC)[PH](=CC#N)(CCCC)CCCC 2-(tributyl-λ6-phosphaneylidene)acetonitrile